C(C)(C)(C)OC(=O)N1CCN(CC1)C1=CC=C(C=C1)N 4-(4-aminophenyl)-piperazine-1-carboxylic acid tert-butyl ester